3-mercaptopropyl-tri(acetoxyl)silane SCCC[Si](OC(=O)C)(OC(=O)C)OC(=O)C